(R)-5-(6-chloro-3-((1-(2-(4,4-dimethylpiperidin-1-yl)-3,6-dimethyl-4-oxo-4H-chromen-8-yl)ethyl)amino)pyridin-2-yl)-2-(4,4,5,5-tetramethyl-1,3,2-dioxaborolan-2-yl)benzaldehyde ClC1=CC=C(C(=N1)C=1C=CC(=C(C=O)C1)B1OC(C(O1)(C)C)(C)C)N[C@H](C)C=1C=C(C=C2C(C(=C(OC12)N1CCC(CC1)(C)C)C)=O)C